Cl.N[C@H]1CC=2C=C(C=C(C2C1)C#N)Cl (S)-2-amino-6-chloro-2,3-dihydro-1H-indene-4-carbonitrile hydrochloride